methyl 2-(5-(difluoromethyl)-4-(3-fluorophenyl)-3-isopropyl-6-oxopyridazin-1(6H)-yl)acetate FC(C1=C(C(=NN(C1=O)CC(=O)OC)C(C)C)C1=CC(=CC=C1)F)F